4-(4H-1,2,4-triazol-4-yl)butane-1-thiol N=1N=CN(C1)CCCCS